2,4,5,6-tetraethylphenol C(C)C1=C(C(=C(C(=C1)CC)CC)CC)O